(S)-tert-butyl-4-((cis)-4-(4-amino-5-iodo-7H-pyrrolo[2,3-d]pyrimidin-7-yl) cyclohexyl)-2-methylpiperazine-1-carboxylate C(C)(C)(C)OC(=O)N1[C@H](CN(CC1)[C@@H]1CC[C@@H](CC1)N1C=C(C2=C1N=CN=C2N)I)C